dibenzyl-(4-(3-methyl-4-oxo-3,4-dihydropyrido[3,4-d]pyridazin-7-yl)phenethyl)phosphonic acid C(C1=CC=CC=C1)OP(OCC1=CC=CC=C1)(=O)CCC1=CC=C(C=C1)C1=CC2=C(C(N(N=C2)C)=O)C=N1